Cl.FC(C=1C2=CN(N=C2C(=C(C1)C1=CC=C(C=C1)CCNC)C)C(C(=O)NC=1SC=CN1)C1=C2N(C=N1)C[C@@H](C2)F)F 2-[4-(difluoromethyl)-7-methyl-6-[4-[2-(methylamino)ethyl]phenyl]indazol-2-yl]-2-[(6R)-6-fluoro-6,7-dihydro-5H-pyrrolo[1,2-c]imidazol-1-yl]-N-thiazol-2-yl-acetamide hydrochloride